C1(CC1)C=1C=NC=CC1CN(C(=O)NC1COCC1(F)F)C 1-[(3-cyclopropyl-4-pyridyl)methyl]-3-(4,4-difluorotetrahydrofuran-3-yl)-1-methyl-urea